C(C)(C)(C)C=1C(C=CC(C1)=O)=O 2-t-butyl-benzoquinone